2-propyl-6,7-dihydro-5H-pyrrolo[1,2-b][1,2,4]triazole C(CC)C=1N=C2N(N1)CCC2